Tributyldodecylphosphine 2-ethylhexanoate C(C)C(C(=O)O)CCCC.C(CCC)C(CCCCCCCCCCCP)(CCCC)CCCC